C(C)(CC)NC(C)CC di-secondary butylamine